[N+](#[C-])CC1=C(C=C(C=C1)OC)OC 1-(isocyanomethyl)-2,4-dimethoxybenzene